N-((4-methoxybenzyl)oxy)-N-propyl-5-((5-(4-(trifluoromethyl)phenyl)oxazol-2-yl)amino)picolinamide COC1=CC=C(CON(C(C2=NC=C(C=C2)NC=2OC(=CN2)C2=CC=C(C=C2)C(F)(F)F)=O)CCC)C=C1